N1N=C(N=C1)NC=1NC=2N(C(C1C1=CC=C(C=C1)OC)=O)N=C(C2C2=CCCCC2)C2=CC=CC=C2 5-[(1H-1,2,4-triazol-3-yl)amino]-3-(cyclohex-1-en-1-yl)-6-(4-methoxyphenyl)-2-phenylpyrazolo[1,5-a]pyrimidin-7(4H)-one